NC1=NC2=C(C=3N1N=C(N3)C=3OC=CC3)SC(N2CCN2CCN(CC2)C2=CC=C(C=C2)OCCN)=O 5-amino-3-(2-(4-(4-(2-aminoethoxy)phenyl)piperazin-1-yl)ethyl)-8-(furan-2-yl)thiazolo[5,4-e][1,2,4]triazolo[1,5-c]pyrimidin-2(3H)-one